L-(+)-ornithine hydrochloride Cl.N[C@@H](CCCN)C(=O)O